(Z)-(4-(3-((4-((2-(diethylamino)ethyl)carbamoyl)-3,5-dimethyl-1H-pyrrol-2-yl)methylene)-5-fluoro-2-oxoindol-1-yl)-4-oxobutyl)carbamic acid tert-butyl ester C(C)(C)(C)OC(NCCCC(=O)N1C(\C(\C2=CC(=CC=C12)F)=C/C=1NC(=C(C1C)C(NCCN(CC)CC)=O)C)=O)=O